C1(=CC=C(C=C1)C=CC1=C(N=NN1)C(=O)O)C1=CC=CC=C1 5-(2-([1,1'-biphenyl]-4-yl)vinyl)-1H-1,2,3-triazole-4-carboxylic acid